2-azido-3-(2-bromo-4-cyanophenyl)acrylic acid ethyl ester C(C)OC(C(=CC1=C(C=C(C=C1)C#N)Br)N=[N+]=[N-])=O